1-[4-[(4-methoxyphenyl)methyl]piperazin-1-yl]-3-methyl-butan-1-one COC1=CC=C(C=C1)CN1CCN(CC1)C(CC(C)C)=O